dihydrochloride-hydrate O.Cl.Cl